2,3-bis(4-fluorophenyl)pyridine FC1=CC=C(C=C1)C1=NC=CC=C1C1=CC=C(C=C1)F